C(=S)[S-].C(C1=CC=CC=C1)(=O)NN.[K+] potassium benzoylhydrazine dithioformate